1-methyl-1H-pyrazolo[4,3-d]pyrimidin-7-ol CN1N=CC=2N=CN=C(C21)O